O=C(CNC(=O)C1=CC(C1)OC(F)(F)F)CC1=CC=NC=C1 (trans)-N-(2-oxo-3-(pyridine-4-yl)propyl)-3-(trifluoromethoxy)cyclobutene-1-carboxamide